C(C)(C)(C)OC(=O)N[C@@H](CCCCN)C(=O)O N-(e)-t-butyloxycarbonyl-lysine